5-(2,4-Dihydroxy-5-isopropyl-phenyl)-4-(4-morpholin-4-ylmethyl-phenyl)-isoxazole-3-carboxylic Acid Ethylamide C(C)NC(=O)C1=NOC(=C1C1=CC=C(C=C1)CN1CCOCC1)C1=C(C=C(C(=C1)C(C)C)O)O